2-(4-methyl-2-pyridyl)-4H-pyrazol CC1=CC(=NC=C1)N1N=CCC1